C(C)C1=NN(C=2CC(CCC12)N)C 3-ethyl-1-methyl-4,5,6,7-tetrahydro-1H-indazol-6-ylamine